5,8-dihydro-6H-pyrano[3,4-b]pyridine 1-oxide [N+]1(=C2C(=CC=C1)CCOC2)[O-]